C1=CC(=CC=2C3=CC=CC=C3NC12)N1C2=C(C(=C(C(=C2C=2C(=C(C(=C(C12)[2H])[2H])[2H])[2H])[2H])[2H])[2H])[2H] 9H-3,9'-bicarbazole-1',2',3',4',5',6',7',8'-d8